1,3-dibutylimidazolium tosylate S(=O)(=O)([O-])C1=CC=C(C)C=C1.C(CCC)N1C=[N+](C=C1)CCCC